N-[[6-(3-methyl-1H-pyrazole-4-carbonyl)-6-azaspiro[2.5]octan-2-yl]methyl]furo[2,3-c]pyridine-2-carboxamide CC1=NNC=C1C(=O)N1CCC2(C(C2)CNC(=O)C2=CC=3C(=CN=CC3)O2)CC1